(2S)-3-(2,5-difluorophenyl)-2-(9H-fluoren-9-ylmethoxycarbonylamino)propionic acid FC1=C(C=C(C=C1)F)C[C@@H](C(=O)O)NC(=O)OCC1C2=CC=CC=C2C=2C=CC=CC12